C(C)N1CCN(CC1)C1=CC=CC(=N1)N1CC2(C1)CCN(CC2)C(C=C)=O 1-(2-(6-(4-ethylpiperazin-1-yl)pyridin-2-yl)-2,7-diazaspiro[3.5]nonan-7-yl)prop-2-en-1-one